ClC=1C=C2C(=CC(=NC2=CC1)N1CCCCC1)C1=CC=CC=C1 6-chloro-4-phenyl-2-(piperidin-1-yl)quinoline